2-((5-(3-Ethynyl-ureido)-2-methoxy-4-morpholinophenyl)amino)-4-(1-methyl-1H-indol-3-yl)pyrimidine-5-carboxylic acid isopropyl ester C(C)(C)OC(=O)C=1C(=NC(=NC1)NC1=C(C=C(C(=C1)NC(=O)NC#C)N1CCOCC1)OC)C1=CN(C2=CC=CC=C12)C